9-(4-chloro-2-fluoro-phenyl)-7-[rac-(2R,4R)-2-(5-cyclopropyl-1,3,4-oxadiazol-2-yl)tetrahydropyran-4-yl]-2,3-dimethyl-pyrimido[1,2-b]pyridazin-4-one ClC1=CC(=C(C=C1)C=1C=2N(N=C(C1)[C@H]1C[C@@H](OCC1)C=1OC(=NN1)C1CC1)C(C(=C(N2)C)C)=O)F |r|